C(C)(C)(C)C1=CC=C(C=C1)[C@H]1NC(OC1)=O (R)-4-p-tert-butylphenyl-2-oxazolidinone